2-benzyl-5-chloro-3-(2-chlorobenzyl)-3,4-dihydroisoquinoline C(C1=CC=CC=C1)N1CC2=CC=CC(=C2CC1CC1=C(C=CC=C1)Cl)Cl